9-((4-methylpyridin-2-yl)methyl)-9H-purine CC1=CC(=NC=C1)CN1C2=NC=NC=C2N=C1